6-methyl-1H-indene CC1=CC=C2C=CCC2=C1